5-(2-chloro-4-(methoxymethoxy)-6-(4,4,5,5-tetramethyl-1,3,2-dioxaborolan-2-yl)phenyl)pentyl methanesulfonate CS(=O)(=O)OCCCCCC1=C(C=C(C=C1B1OC(C(O1)(C)C)(C)C)OCOC)Cl